[Cu].C1=2C3=C(C(N1)=CC=1C4=C(C(N1)=CC1=C5C(=C(N1)C=C1C6=C(C(=N1)C2)C=CC=C6)C=CC=C5)C=CC=C4)C=CC=C3 Tetrabenzoporphine copper